Di-tert-butyl [4-[[4-chloro-2-(4-fluoro-2-methyl-phenoxy)benzoyl]amino]-2-oxo-1-pyridyl]methyl phosphate P(=O)(OC(C)(C)C)(OC(C)(C)C)OCN1C(C=C(C=C1)NC(C1=C(C=C(C=C1)Cl)OC1=C(C=C(C=C1)F)C)=O)=O